N-(3-(cyclohexylsulfonyl)phenyl)-2-(6-azaspiro[2.5]octan-6-yl)nicotinamide C1(CCCCC1)S(=O)(=O)C=1C=C(C=CC1)NC(C1=C(N=CC=C1)N1CCC2(CC2)CC1)=O